N[C@H](C=1N=C2N(N=CC(=C2)CN2C[C@@H]3C([C@@H]3CNC2=O)(F)F)C1)C1CCC(CC1)(F)F (1R,7S)-3-((2-((S)-amino(4,4-difluorocyclohexyl)methyl)imidazo[1,2-b]pyridazin-7-yl)methyl)-8,8-difluoro-3,5-diazabicyclo[5.1.0]octan-4-one